2-(difluoromethyl)-N-[3-ethyl-1,1-dimethyl-inden-4-yl]Pyridine-3-carboxamide FC(C1=NC=CC=C1C(=O)NC1=C2C(=CC(C2=CC=C1)(C)C)CC)F